C(N)(=O)C1=C(C(=CC(=C1)C#N)C)NC(=O)C=1N(N=C(C1)OC)C1=NC=CC=C1Cl N-(2-carbamoyl-4-cyano-6-methyl-phenyl)-2-(3-chloro-2-pyridinyl)-5-methoxy-pyrazole-3-carboxamide